FC=1C(=NN(C1N(C)CC1=CC=C(C=C1)C(N)=N)C(=O)C1=CSC=C1)C1C(N(CC1=O)C(=O)N1CCCC1)C 4-[({4-fluoro-3-[2-methyl-4-oxo-1-(pyrrolidine-1-carbonyl)pyrrolidin-3-yl]-1-(thiophene-3-carbonyl)-1H-pyrazol-5-yl}(methyl)amino)methyl]benzene-1-carboximidamide